9-(5-(4,4,5,5-tetramethyl-1,3,2-dioxaborolan-2-yl)-[1,1'-biphenyl]-3-yl)-9H-carbazole CC1(OB(OC1(C)C)C=1C=C(C=C(C1)C1=CC=CC=C1)N1C2=CC=CC=C2C=2C=CC=CC12)C